C1(CCCC1)N1C(C(=CC1=O)C)=O cyclopentyl-3-methyl-2,5-dihydro-1H-pyrrole-2,5-dione